C1(CC1)N(CC(=O)O)CC 2-[CYCLOPROPYL(ETHYL)AMINO]ACETIC ACID